CC1=CC=C(C=C1)S(=O)(=O)OCC1(OCC1)COS(=O)(=O)C1=CC=C(C=C1)C oxetane-2,2-diylbis(methylene) bis(4-methylbenzenesulfonate)